O=C1NC(CCC1N1CC2=C(C=C(C=C2C1=O)OC(N(C1=CC(=CC(=C1)F)OC(F)F)C)=O)F)=O (2-(2,6-dioxopiperidin-3-yl)-7-fluoro-3-oxoisoindolin-5-yl)methyl(3-(difluoromethoxy)-5-fluorophenyl)carbamate